3,6,12,17,20,23-hexaazanonacosan-29-oic acid CCNCCNCCCCCNCCCCNCCNCCNCCCCCC(=O)O